C(C)(=O)N1CCN(CC1)C1CC(CCC1)NC(OC(C)(C)C)=O tert-butyl N-[3-(4-acetylpiperazin-1-yl)cyclohexyl]carbamate